ClC1=C(C=CC=C1Cl)SC=1C=2N(C(=NC1)N1CCC(CC1)(C)CN)C=NN2 (1-(8-((2,3-dichlorophenyl)thio)-[1,2,4]triazolo[4,3-c]pyrimidin-5-yl)-4-methylpiperidin-4-yl)methanamine